C1(=CC=CC=C1)NC1=NC=NC2=CC=C(C=C12)OC1C2CN(CC1C2)C(C=C)=O 1-[6-[[4-(PHENYLAMINO)-6-QUINAZOLINYL]OXY]-3-AZABICYCLO[3.1.1]HEPT-3-YL]-2-PROPEN-1-ON